C(C#CC)N1C(=NC=2N(C(N(C(C12)=O)CC1=C(C(=O)OCCCCCC)C=CC(=N1)NC)=O)C)N1C[C@@H](CCC1)NC(=O)OC(C)(C)C hexyl (R)-2-((7-(but-2-yn-1-yl)-8-(3-((tert-butoxycarbonyl)amino)piperidin-1-yl)-3-methyl-2,6-dioxo-2,3,6,7-tetrahydro-1H-purin-1-yl)methyl)-6-(methylamino)nicotinate